(2R,4S)-1-[(tert-butoxy)carbonyl]-4-[2-(4-chloro-3-fluorophenoxy)acetamido]pyrrolidine-2-carboxylic acid C(C)(C)(C)OC(=O)N1[C@H](C[C@@H](C1)NC(COC1=CC(=C(C=C1)Cl)F)=O)C(=O)O